3-(6-(2-(4-(4-aminophenyl)piperazin-1-yl)-8-azaspiro[4.5]decan-8-yl)-1-oxophthalazin-2(1H)-yl)piperidine-2,6-dione NC1=CC=C(C=C1)N1CCN(CC1)C1CC2(CC1)CCN(CC2)C=2C=C1C=NN(C(C1=CC2)=O)C2C(NC(CC2)=O)=O